C(C=1C(C(=O)OCC(CCCCC)CCC)=CC=CC1)(=O)OCC(CCCCC)CCC di-(2-propyl heptyl) Phthalate